FC1=C(C(=CC=C1)F)P(N(C)C)C1=C(C=CC=C1F)F bis(2,6-difluorophenyl)dimethylaminophosphine